(S)-4-((((9,10-difluoro-7-oxo-2,3-dihydro-7H-[1,4]oxazino[2,3,4-ij]quinolin-6-yl)methyl)(1-(pyrazin-2-yl)piperidin-3-yl)amino)methyl)picolinamide FC=1C=C2C(C(=CN3C2=C(C1F)OCC3)CN([C@@H]3CN(CCC3)C3=NC=CN=C3)CC3=CC(=NC=C3)C(=O)N)=O